O1C(C1)CC1(CCCC1)O 1-(oxiran-2-ylmethyl)cyclopentan-1-ol